COC1=C(C=CC(=C1)S(=O)(=O)N1CCOCC1)NCC#CC=1N(C2=CC=CC(=C2C1)NC1CCN(CC1)C(=O)OC(C)(C)C)CC(F)(F)F tert-butyl 4-((2-(3-((2-methoxy-4-(morpholinosulfonyl)phenyl)amino)prop-1-yn-1-yl)-1-(2,2,2-trifluoroethyl)-1H-indol-4-yl)amino)piperidine-1-carboxylate